BrC1=CC=C(S1)C(=O)N1CCN(CC1)C1=C(C=CC=C1)N(S(=O)(=O)C=1C=CC2=C(C(=CO2)C)C1)CCC1=CC=CC=C1 5-(N-(2-(4-(5-Bromothiophene-2-carbonyl)piperazin-1-yl)phenyl)-N-phenethylsulfamoyl)-3-methylbenzofuran